1-{2-[(9Z,12Z)-octadecane-9,12-dien-1-yloxy]-1-[(octyloxy)methyl]ethyl}azetidine C(CCCCCCC\C=C/C\C=C/CCCCC)OCC(COCCCCCCCC)N1CCC1